potassium isooctyl alcohol C(CCCCC(C)C)O.[K]